((L-valinyl)amino)-3,3-dideuterio-1-propanesulfonic acid N[C@@H](C(C)C)C(=O)NC(CC([2H])[2H])S(=O)(=O)O